FC(CN1N=C2C=C(C=CC2=C1)C(=O)OC)F methyl 2-(2,2-difluoroethyl)-2H-indazole-6-carboxylate